ClC=1C=C2C(=[N+](C1[N+](=O)[O-])[O-])CCO2 6-chloro-5-nitro-4-oxido-2,3-dihydrofuro[3,2-b]pyridin-4-ium